2-(4-((1R,5S)-3,8-diazabicyclo[3.2.1]octan-3-yl)-8-fluoro-2-((hexahydro-1H-pyrrolizin-7a-yl)methoxy)pyrido[4,3-d]pyrimidin-7-yl)-N-ethyl-6-fluoroaniline [C@H]12CN(C[C@H](CC1)N2)C=2C1=C(N=C(N2)OCC23CCCN3CCC2)C(=C(N=C1)C1=C(NCC)C(=CC=C1)F)F